O=C1NC(CCC1N1C(C2=CC(=C(C(=C2C1=O)F)N1C(C(N(C(C1([2H])[2H])([2H])[2H])CC1CCNCC1)([2H])[2H])([2H])[2H])F)=O)=O 2-(2,6-dioxopiperidin-3-yl)-4,6-difluoro-5-(4-(piperidin-4-ylmethyl)piperazin-1-yl-2,2,3,3,5,5,6,6-d8)isoindoline-1,3-dione